OC([C@H]1NC([C@@H](NC(C(CCCC/C=C/CC(C1)C(NC)=O)CCC)=O)CC(C)C)=O)P(OCC)(OCC)=O diethyl (hydroxy((2S,5S,E)-2-isobutyl-7-(methylcarbamoyl)-3,16-dioxo-15-propyl-1,4-diazacyclohexadec-9-en-5-yl)methyl)phosphonate